FC=1C=C(C=C(C1C)OC)C1CCC2(CNC2)CC1 7-(3-Fluoro-5-methoxy-4-methylphenyl)-2-azaspiro[3.5]nonan